C(C)(C)(C)OC(=O)N1C2(C=CCC1CC2)O[Si](C)(C)C ((trimethylsilyl)oxy)-8-azabicyclo[3.2.1]oct-2-ene-8-carboxylic acid tert-butyl ester